chloro-[1,2,4]triazolo[4,3-a]pyridine-5-carboxylic acid tert-butyl ester C(C)(C)(C)OC(=O)C1=CC=CC=2N1C(=NN2)Cl